BrC1=CC=C2C(=N1)N(C=C2)C 6-bromo-1-methyl-1H-pyrrolo[2,3-b]Pyridine